2,3,5,6-tetrafluoro-4-[4-(4-propylcyclohexyl)phenyl]aniline FC1=C(N)C(=C(C(=C1F)C1=CC=C(C=C1)C1CCC(CC1)CCC)F)F